C[C@@H]1CN(CC[C@@H]1NC1=NC=C(C(=N1)C1=CC2=C(CNC2=O)S1)C(F)(F)F)S(=O)(=O)C=1C=NN(C1)C 2-(2-(((3R,4S)-3-methyl-1-((1-methyl-1H-pyrazol-4-yl)sulfonyl)piperidin-4-yl)amino)-5-(trifluoromethyl)pyrimidin-4-yl)-5,6-dihydro-4H-thieno[2,3-c]pyrrol-4-one